FC(C(=O)O)(F)F.NC1CC(CN(C1)C1=NC(=CC2=C1N=C(N2)C=2C(NC1=CC=NC=C1C2)=O)Cl)(F)F 3-[4-(5-amino-3,3-difluoropiperidin-1-yl)-6-chloro-1H-imidazo[4,5-c]pyridin-2-yl]-1,6-naphthyridin-2(1H)-one trifluoroacetate salt